NC1=NC=C(C2=C1C(=NN2C)C2=CC(=C(C=C2)NS(=O)(=O)C(F)F)O[C@@H](C)C2=CC=C(C=C2)F)C=2C=NN1C2CNCC1 (S)-N-(4-(4-amino-1-methyl-7-(4,5,6,7-tetrahydro-pyrazolo[1,5-a]pyrazin-3-yl)-1H-pyrazolo[4,3-c]pyridin-3-yl)-2-(1-(4-fluorophenyl)ethoxy)phenyl)-1,1-difluoromethane-sulfonamide